O=C[C@H](C[C@H]1C(NCC1)=O)NC(OC(C)(C)C)=O tert-butyl N-[(2S)-1-oxo-3-[(3S)-2-oxopyrrolidin-3-yl]propan-2-yl]carbamate